2-(6-(1-cyclobutyl-4-isobutylpiperidine-3-carbonyl)-2-methoxynaphthalen-1-yl)acetonitrile C1(CCC1)N1CC(C(CC1)CC(C)C)C(=O)C=1C=C2C=CC(=C(C2=CC1)CC#N)OC